3-(2-(dimethylamino)ethyl-1,1,2,2-d4)-1H-indol-4-yl dihydrogen phosphate P(=O)(OC1=C2C(=CNC2=CC=C1)C(C([2H])([2H])N(C)C)([2H])[2H])(O)O